FC1=C2C=CNC2=CC(=C1OC=1C=CC(=C(C1)C1=NC(=C2N1CCCC2)C(C)C=2C(=C(C=CC2)CCC(=O)OCC)F)F)F ethyl 3-[3-[1-[3-[5-[(4,6-difluoro-1H-indol-5-yl)oxy]-2-fluoro-phenyl]-5,6,7,8-tetrahydroimidazo[1,5-a]pyridin-1-yl]ethyl]-2-fluoro-phenyl]propanoate